2-(4-(difluoromethyl)piperidin-1-yl)-N-(6-(1-methyl-1H-1,2,3-triazol-4-yl)isoquinolin-3-yl)acetamide FC(C1CCN(CC1)CC(=O)NC=1N=CC2=CC=C(C=C2C1)C=1N=NN(C1)C)F